N(=C=O)C1CCC(CC1)CC1CCC(CC1)N=C=O bis-(4-isocyanato-cyclohexyl)-methane